N(=C=O)C1=CC=C(OC/C=C/COC=2C=CC(=NC2)C#N)C=C1 (E)-5-((4-(4-isocyanatophenoxy)but-2-en-1-yl)oxy)pyridinecarbonitrile